1-(3-bromo-2',4',6'-trimethyl-[1,1'-biphenyl]-2-yl)-3-((trimethylsilyl)methyl)thiourea BrC=1C(=C(C=CC1)C1=C(C=C(C=C1C)C)C)NC(=S)NC[Si](C)(C)C